(S)-(4,5-dihydro-7H-thieno[2,3-c]pyran-7-yl)-N-methyl-methylamine benzenesulfonate C1(=CC=CC=C1)S(=O)(=O)O.S1C=CC2=C1[C@H](OCC2)N(C)C